CC1CCN2CCC1CC2 4-methyl-1-aza-bicyclo[3.2.2]nonan